NC1=CC=C(OC=2C=CC(=C(C(=O)NC)C2)C)C=C1 5-(4-aminophenoxy)-N,2-dimethylbenzamide